N-(5-((2-(2-azabicyclo[2.2.2]octan-2-yl)ethyl)carbamoyl)-2-methylpyridin-3-yl)-2-(1-(2-methoxyethyl)-1H-pyrazol-4-yl)pyrazolo[5,1-b]thiazole-7-carboxamide C12N(CC(CC1)CC2)CCNC(=O)C=2C=C(C(=NC2)C)NC(=O)C=2C=NN1C2SC(=C1)C=1C=NN(C1)CCOC